tetraphenyl-phosphine permanganate [Mn](=O)(=O)(=O)O.C1(=CC=CC=C1)P(C1=CC=CC=C1)(C1=CC=CC=C1)C1=CC=CC=C1